N1C(=NC=C1)NC1=CC(=C(C=C1)C1=CN=C(S1)[C@@H]1CC[C@H](CC1)NC(OC(C)C)=O)S(N)(=O)=O isopropyl trans-N-[4-[5-[4-(1H-imidazol-2-ylamino)-2-sulfamoyl-phenyl]thiazol-2-yl]cyclohexyl]carbamate